CN1CCC(CC1)NC(=O)C=1SC=C(N1)NC1=NC=C(C(=N1)NCCCN1C(OCCC1)=O)C(F)(F)F N-(1-methylpiperidin-4-yl)-4-((4-((3-(2-oxo-1,3-oxazinan-3-yl)propyl)amino)-5-(trifluoromethyl)pyrimidin-2-yl)amino)thiazole-2-carboxamide